4-hydroxy-1,2-methylenedioxybenzene OC1=CC2=C(C=C1)OCO2